O1CCC(CC1)N1CCOC2(C1)CCNCC2 4-(tetrahydro-2H-pyran-4-yl)-1-oxa-4,9-diazaspiro[5.5]undecane